Cl.CN[C@H]1C[Se]SCC1 (R)-N-methyl-1,2-thiaselenan-4-amine hydrochloride